propyl-methyl-pyrrolidine trifluoromethanesulfonate FC(S(=O)(=O)O)(F)F.C(CC)C1N(CCC1)C